CC1N(C(COC1)=O)C(=O)OCCCC butyl 3-methyl-5-oxomorpholine-4-carboxylate